FC=1C=C(C=CC1C(F)(F)F)S(=O)(=O)N1C[C@]2(CC3=C(C=C2CC1)N(N=C3)C3=CC=C(C=C3)F)C(=O)C3=NC=CC=C3 (R)-(6-((3-fluoro-4-(trifluoromethyl)phenyl)sulfonyl)-1-(4-fluorophenyl)-4,4a,5,6,7,8-hexahydro-1H-pyrazolo[3,4-g]isoquinolin-4a-yl)(pyridin-2-yl)methanone